[Zr+4].C[N+](C)(C)C tetramethyl-ammonium zirconium